NC1=NC=C(C2=C1C(=C(S2)C2=C(C=C(C=C2)NC(C(=C)C)=O)C)C2=CC(=C(C=C2)OC2=NC=CC(=N2)C)F)C2=NC=NC=C2 N-(4-(4-amino-3-(3-fluoro-4-((4-methylpyrimidin-2-yl)oxy)phenyl)-7-(pyrimidin-4-yl)thieno[3,2-c]pyridin-2-yl)-3-methylphenyl)methacrylamide